4-((4-((2-fluoro-5-methyl-4-((1-methyl-1H-benzo[d]imidazol-5-yl)oxy)phenyl)amino)pyrido[3,2-d]pyrimidin-6-yl)thio)piperidin FC1=C(C=C(C(=C1)OC1=CC2=C(N(C=N2)C)C=C1)C)NC=1C2=C(N=CN1)C=CC(=N2)SC2CCNCC2